CC1=C(OC(C(=O)[O-])(C)C)C(=CC(=C1)CN1N=CN(C1=O)C1=CC=C(C=C1)OC(F)(F)F)C 2-(2,6-dimethyl-4-((5-oxo-4-(4-(trifluoromethoxy) phenyl)-4,5-dihydro-1H-1,2,4-triazol-1-yl) methyl) phenoxy)-2-methylpropionate